C[NH+]1CCN(CC1)C 1,4-Dimethylpiperazinium